((4-(2-((1-cyclopropyl-1H-pyrazol-4-yl)amino)-5-methylpyrimidin-4-yl)-2-fluorophenyl)(methyl)amino)-2,2-dimethylpropionitrile C1(CC1)N1N=CC(=C1)NC1=NC=C(C(=N1)C1=CC(=C(C=C1)N(C)CC(C#N)(C)C)F)C